C(C(C)C)[C@@H]1C(N2[C@@H](N(O1)C(\C=C/C1=CC=CC=C1)=O)CN(C([C@@H]2CC(C)C)=O)C2CCN(CC2)C)=O (3R,6S,9aS)-3,6-diisobutyl-8-(1-methylpiperidin-4-yl)-1-((Z)-3-phenylacryloyl)tetrahydropyrazino[2,1-c][1,2,4]oxadiazine-4,7(3H,6H)-dione